1-(6-cyclopropyl-2-(((4-methoxy-2-((1S,2S)-2-(4-methylpyrimidin-2-yl)cyclopropyl)quinolin-7-yl)amino)methyl)imidazo[1,2-a]pyridin-8-yl)-3-methylimidazolidine-2,4-dione C1(CC1)C=1C=C(C=2N(C1)C=C(N2)CNC2=CC=C1C(=CC(=NC1=C2)[C@@H]2[C@H](C2)C2=NC=CC(=N2)C)OC)N2C(N(C(C2)=O)C)=O